5-(((1S,4S)-5-(2,3-dichlorophenyl)-2,5-diazabicyclo[2.2.1]heptan-2-yl)methyl)-2-(2,4-dioxotetrahydropyrimidin-1(2H)-yl)isoindoline-1,3-dione ClC1=C(C=CC=C1Cl)N1[C@@H]2CN([C@H](C1)C2)CC=2C=C1C(N(C(C1=CC2)=O)N2C(NC(CC2)=O)=O)=O